Tert-Butyl 2-(3-bromophenyl)-7,7-difluoro-6-hydroxy-2,5,5-trimethylnon-8-ynoate BrC=1C=C(C=CC1)C(C(=O)OC(C)(C)C)(CCC(C(C(C#C)(F)F)O)(C)C)C